FC1=C(CC2=NC3=C(N2C[C@H]2OCC2)C=C(C=C3)C(=O)O)C=C(C(=C1)C1=NC(=CC=C1)OCC=1C(=NC(=CC1)C#CC=1C=NN(C1)C)OC)F (S)-2-(2,5-difluoro-4-(6-((2-methoxy-6-((1-methyl-1H-pyrazol-4-yl)ethynyl)pyridin-3-yl)methoxy)pyridin-2-yl)benzyl)-1-(oxetan-2-ylmethyl)-1H-benzo[d]imidazole-6-carboxylic acid